(E)-menthol C1(CC(C(CC1)C(C)C)O)C